BrC=1C(=CC=2C3=C(C(=NC2C1F)N1CC(C1)N(C)C)N=NN3[C@@H]3C[C@H](N(CC3)C(=O)OC(C)(C)C)CC#N)CCC#N tert-butyl (2S,4S)-4-(7-bromo-8-(2-cyanoethyl)-4-(3-(dimethylamino)azetidin-1-yl)-6-fluoro-1H-[1,2,3]triazolo[4,5-c]quinolin-1-yl)-2-(cyanomethyl)piperidine-1-carboxylate